CC1(COB(OC1)C=1C=CC2=C(N(CO2)CC(F)F)C1)C 5-(5,5-Dimethyl-1,3,2-dioxaborinan-2-yl)-3-(2,2-difluoroethyl)-1,3-benzoxazol